(3-amino-2-chloro-6-fluorophenoxy)-5-chloro-3-methylquinazolin-4(3H)-one NC=1C(=C(OC2=NC3=CC=CC(=C3C(N2C)=O)Cl)C(=CC1)F)Cl